C(CCCCCCCC)C(CCCCCCCCC\C=C/C\C=C/CCCCC)N1CCCC1 1-[(11Z,14Z)-1-nonyleicosane-11,14-dien-1-yl]pyrrolidine